C1=CC=C2C(=C1)C3=C(N2)C(=NC=C3)C4=NC(=NC=C4)N The molecule is an alkaloid that is beta-carboline substituted at position C-1 by a 2-aminopyrimidin-4-yl moiety. An antiparasitic agent found in Annona montana and Annona foteida. It has a role as a metabolite and an antiparasitic agent. It is an alkaloid, a member of beta-carbolines and an aminopyrimidine. It derives from a beta-carboline and a pyrimidin-2-amine.